N-(2-(3-((1R,3R)-2-(2,2-difluoroethyl)-3-methyl-2,3,4,9-tetrahydro-1H-pyrido[3,4-b]indol-1-yl)-2,4-difluorophenoxy)ethyl)-3-fluoropropan-1-amine FC(CN1[C@@H](C=2NC3=CC=CC=C3C2C[C@H]1C)C=1C(=C(OCCNCCCF)C=CC1F)F)F